ClC1=NC=C(C(=C1)N(C1CCC(CC1)O)C)C=1C=NN(C1)C(F)F (1S,4S)-4-((2-chloro-5-(1-(difluoromethyl)-1H-pyrazol-4-yl)pyridin-4-yl)(methyl)amino)cyclohexan-1-ol